2-[(1E)-1-propen-1-yl]-1,4-phenylenediamine C(=C\C)/C1=C(C=CC(=C1)N)N